propane-1,2-diyl bis(diphenylcarbamate) C1(=CC=CC=C1)N(C(OCC(C)OC(N(C1=CC=CC=C1)C1=CC=CC=C1)=O)=O)C1=CC=CC=C1